4-((1-(4-(2-(2-aminopyridin-3-yl)-5-(3-fluoropyridin-2-yl)-3H-imidazo[4,5-b]pyridin-3-yl)benzyl)piperidin-4-yl)amino)pyrimidine-2-carbonitrile NC1=NC=CC=C1C1=NC=2C(=NC(=CC2)C2=NC=CC=C2F)N1C1=CC=C(CN2CCC(CC2)NC2=NC(=NC=C2)C#N)C=C1